2-(azidomethyl)-4-bromo-1-(methylsulfinyl)benzene N(=[N+]=[N-])CC1=C(C=CC(=C1)Br)S(=O)C